C(=O)SCCNC(CCNC([C@@H](C(COP(OP(OC[C@@H]1[C@H]([C@H]([C@@H](O1)N1C=NC=2C(N)=NC=NC12)O)OP(=O)(O)O)(=O)O)(=O)O)(C)C)O)=O)=O formyl-coA